N1C=C(C2=CC=CC=C12)CCN(C(OC(C)(C)C)=O)C1CCC2=CC(=CC=C12)\C=C\C(NOC1OCCCC1)=O Tert-butyl (E)-(2-(1H-indol-3-yl)ethyl)(5-(3-oxo-3-(((tetrahydro-2H-pyran-2-yl)oxy)amino)prop-1-en-1-yl)-2,3-dihydro-1H-inden-1-yl)carbamate